8-(benzyloxy)-3-methyl-1,2,3,4,5,6-hexahydroazepino[4,5-b]indole C(C1=CC=CC=C1)OC=1C=CC=2C3=C(NC2C1)CCN(CC3)C